ClC=1C(=C(C=2C3CCC(C2C1)C3)CO)C (5-chloro-4-methyl-3-tricyclo[6.2.1.02,7]undeca-2(7),3,5-trienyl)methanol